ClC1=CC=C2C=CN=C(C2=C1)OCCN(CC(F)F)C N-(2-((7-chloroisoquinolin-1-yl)oxy)ethyl)-2,2-difluoro-N-methylethane-1-amine